C(C1=CC=CC=C1)N1C(N(CC1)C=1OC=C(N1)C(=O)NCC1=CC=C(C=C1)OC1=CC=CC=C1)=O 2-(3-benzyl-2-oxoimidazolidin-1-yl)-N-(4-phenoxybenzyl)oxazole-4-carboxamide